Methyl (1R,4S)-4-((tert-butoxycarbonyl)amino)cyclopent-2-ene-1-carboxylate C(C)(C)(C)OC(=O)N[C@@H]1C=C[C@@H](C1)C(=O)OC